FC(C1(CC1)CN1N=CC(=C1)C=1C=CC(=NC1C1=CC=2N(C=C1)C=C(N2)C)C#N)F 5-(1-{[1-(difluoromethyl)cyclopropyl]methyl}-1H-pyrazol-4-yl)-6-(2-methylimidazo[1,2-a]pyridin-7-yl)pyridine-2-carbonitrile